ClC1=CC(=C(COC2=CC=CC(=N2)C2CCN(CC2)CC2=NC3=C(N2CCN2N=CC=C2)C=C(C=C3)C(=O)O)C=C1)F 2-[(4-{6-[(4-chloro-2-fluorobenzyl)oxy]pyridin-2-yl}piperidin-1-yl)methyl]-1-[2-(1H-pyrazol-1-yl)ethyl]-1H-benzimidazole-6-carboxylic acid